OCC1CC2=C(C=NC(=C2C)OCC(=O)NC(C)C)C1 2-[[6-(Hydroxymethyl)-4-methyl-6,7-dihydro-5H-cyclopenta[c]pyridin-3-yl]oxy]-N-propan-2-ylacetamide